3-methyl-N-(2,2,2-trifluoroethyl)-5,6-dihydro-4H-thieno[2,3-c]pyrrole-2-carboxamide CC1=C(SC=2CNCC21)C(=O)NCC(F)(F)F